3,3,5-trimethyl-1,1-di(t-butylperoxy)cyclohexane CC1(CC(CC(C1)C)(OOC(C)(C)C)OOC(C)(C)C)C